ClC=1N=CC2=C(N(CC(C(N2C)=O)(F)F)CC)N1 2-chloro-9-ethyl-7,7-difluoro-5-methyl-8H-pyrimido[4,5-b][1,4]diazepin-6-one